OC1(CC(C1)C(=O)O)C1=NC(=C2N1C=CC=C2)C2=CC=C(C=C2)C(F)(F)F 3-hydroxy-3-(1-(4-(trifluoromethyl)phenyl)imidazo[1,5-a]pyridin-3-yl)cyclobutane-1-carboxylic acid